C(C)(=O)NCC(=O)N(C)[C@]1(C(CCCC1)=O)C1=C(C=CC=C1)Cl (S)-2-acetamido-N-(1-(2-chlorophenyl)-2-oxocyclohexyl)-N-methylacetamide